C(C)(C)(C)OC(=O)N1CCN(CC1)CCCO 4-(3-hydroxy-propyl)-piperazine-1-carboxylic acid tert-butyl ester